COC=1C=C(C=CC2=CC(=NC=C2)C2=NC=CC(=C2)C=CC2=CC(=CC=C2)OC)C=CC1 4,4'-Bis[m-methoxystyryl]-2,2'-bipyridine